FC1(CCC(CC1)C(C)C)F 2-(4,4-difluorocyclohexyl)propan